1-Methyl-1-propylpyrrolidinium fluorid [F-].C[N+]1(CCCC1)CCC